9-chloro-7-(5-fluoroindol-1-yl)-4-{[2-(oxetan-3-yl)pyridin-4-yl]methyl}-3,5-dihydro-2H-1,4-benzoxazepine ClC1=CC(=CC=2CN(CCOC21)CC2=CC(=NC=C2)C2COC2)N2C=CC1=CC(=CC=C21)F